CC1=C(C=CC(=C1)[N+](=O)[O-])N1C(COCC1)=O 4-(2-methyl-4-nitrophenyl)-morpholine-3-one